2-((5-(5-chloro-2-fluorobenzyl)-4-methylthiazol-2-yl)amino)-2-oxoethyl methylsulfamate CNS(OCC(=O)NC=1SC(=C(N1)C)CC1=C(C=CC(=C1)Cl)F)(=O)=O